(trans-4-((3-(1-cyclopropyl-1H-pyrazol-4-yl) phenyl) ((trans-4-(4-methoxy-3-methylphenyl) cyclohexyl) methyl) carbamoyl) cyclohexyl) carbamate C(N)(O[C@@H]1CC[C@H](CC1)C(N(C[C@@H]1CC[C@H](CC1)C1=CC(=C(C=C1)OC)C)C1=CC(=CC=C1)C=1C=NN(C1)C1CC1)=O)=O